8-(4-chloro-3-fluoro-phenyl)-11-cyclopropyl-12-(hydroxymethyl)-1,6,11-triazatricyclo[7.4.0.02,7]trideca-2(7),3,5,8-tetraen-10-one ClC1=C(C=C(C=C1)C=1C=2N=CC=CC2N2CC(N(C(C12)=O)C1CC1)CO)F